Cl.C(C)N(C(C1=C(C=CC(=C1)F)OC1=C(N=CN=N1)N1CC2(CN(C2)C(C(C)C)CC(CNC)OC)CC1)=O)C(C)C N-ethyl-5-fluoro-N-isopropyl-2-((5-(2-((3x-r,5x-s)-5-methoxy-2-methyl-6-(methylamino)hex-3-yl)-2,6-diazaspiro[3.4]oct-6-yl)-1,2,4-triazin-6-yl)oxy)benzamide hydrochloride